4-(((R)-2,6-dioxopiperidin-3-yl)-5-fluoro-2,3-dihydrobenzofuran-7-yl)-2-methylazetidine-3-yl (2-fluoro-5-(trifluoromethoxy)phenyl)carbamate FC1=C(C=C(C=C1)OC(F)(F)F)NC(OC1C(NC1C1=CC(=CC=2CC(OC21)[C@@H]2C(NC(CC2)=O)=O)F)C)=O